ClC1=CN=C2C(=N1)N(C=C2C2=NC(=C(C(=N2)N[C@@H]2[C@H](C1CCC2CC1)C(=O)OCC)F)C=1SC(=CC1)C)C(C1=CC=CC=C1)(C1=CC=CC=C1)C1=CC=CC=C1 (2S,3S)-ethyl 3-((2-(3-chloro-5-trityl-5H-pyrrolo[2,3-b]pyrazin-7-yl)-5-fluoro-6-(5-methylthiophen-2-yl)pyrimidin-4-yl)amino)bicyclo[2.2.2]octane-2-carboxylate